NC1=C2C=NC(=NC2=CC(=C1F)C1=C(C2=C(OCCN2)N=C1)C)NC=1C=NN(C1)C1C(N(CC1)C)=O 3-(4-{[5-amino-6-fluoro-7-(8-methyl-2,3-dihydro-1H-pyrido[2,3-b][1,4]oxazin-7-yl)quinazolin-2-yl]amino}-1H-pyrazol-1-yl)-1-methylpyrrolidin-2-one